FC(S(=O)(=O)OC1=CC(=NC2=CC=CC(=C12)C#C[Si](C(C)C)(C(C)C)C(C)C)N(C(=O)OC(C)(C)C)C(=O)OC(C)(C)C)(F)F 2-((tert-butoxycarbonyl)(tert-butoxycarbonyl)amino)-5-((triisopropylsilyl)ethynyl)quinolin-4-yl trifluoromethanesulfonate